FC1CN(CC1)C(CN1C(C2=C(C=C1)SC=C2)=O)=O 5-(2-(3-fluoropyrrolidin-1-yl)-2-oxoethyl)thieno[3,2-c]pyridin-4(5H)-one